C(CCCCCCCCCC=CCCCC)C1C(=O)OC(C1)=O 11-hexadecenyl-succinic anhydride